N-(4-fluoro-5-(((2s,4r)-2-methyl-4-(pyrimidin-5-yloxy)pyrrolidin-1-yl)methyl)thiazol-2-yl)acetamide FC=1N=C(SC1CN1[C@H](C[C@H](C1)OC=1C=NC=NC1)C)NC(C)=O